C(C)(=O)OC1=C2C(=CNC2=CC=C1)C(C(=O)Cl)=O 3-(2-chloro-2-oxo-acetyl)-1H-indol-4-yl acetate